N-(1H-indol-6-ylmethyl)-6-{1-oxa-8-azaspiro[4.5]decan-8-yl}pyrido[2,3-b]pyrazin-3-amine N1C=CC2=CC=C(C=C12)CNC1=CN=C2C(=N1)N=C(C=C2)N2CCC1(CCCO1)CC2